P(=O)(O)(O)O[C@H]1[C@H]([C@@H](O[C@@H]1[C@@H](O)C)N1C(=O)N=C(N)C=C1)OC 2'-O-methyl-5'-(S)-methyl-cytidine-3'-phosphate